(5S)-5-methyl-9-(4-(((tetrahydro-2H-pyran-2-yl)oxy)methyl)-2-oxabicyclo[2.2.2]oct-1-yl)-5,6-dihydroimidazo[1,5-a]pyrazolo[5,1-c]pyrazine C[C@H]1CN2C(C=3N1C=NC3)=CC(=N2)C23OCC(CC2)(CC3)COC3OCCCC3